2-hydroxyethyl 2-methyl-2-propenoate CC(C(=O)OCCO)=C